2-(11-bromo-3,6,9-trioxaundecyl)-1,3-isoindolinedione BrCCOCCOCCOCCN1C(C2=CC=CC=C2C1=O)=O